2-methyl-6-morpholinopyrido[4,3-d]pyrimidin-7(6H)-one CC=1N=CC=2C(N1)=CC(N(C2)N2CCOCC2)=O